4-(4-(Cyclopropyl-methyl)-3,4-dihydro-2H-benzo[b][1,4]oxazin-6-yl)-5-(2-methylpyridin-4-yl)-1H-imidazol-2-amine C1(CC1)CN1C2=C(OCC1)C=CC(=C2)C=2N=C(NC2C2=CC(=NC=C2)C)N